C1(CC1)C([C@@H](C(NC1=NC(=C(C=C1)C=1C(=NC=C(C1)C)C1CC1)F)=O)NC(=O)C=1N(N=CC1)C(C)C)C1CC1 N-[(1S)-2,2-dicyclopropyl-1-[[5-(2-cyclopropyl-5-methyl-3-pyridyl)-6-fluoro-2-pyridyl]carbamoyl]ethyl]-2-isopropyl-pyrazole-3-carboxamide